C(C1=CC=CC=C1)OCC(CP(OC)(OC)=O)=O dimethyl (3-(benzyloxy)-2-oxopropyl)phosphonate